(S)-2-Chloro-6-cyclopropyl-4-((3-methyl-piperidin-1-yl)methyl)pyridine ClC1=NC(=CC(=C1)CN1C[C@H](CCC1)C)C1CC1